[W].[Se].[Se] Di-selenium Tungsten